[Ca+2].[Cl-].[Na+].[Cl-].[Cl-] sodium chloride, calcium salt